BrC1=CC=CC=2C=3N(C(=NC12)NC=1C(N=CC=NC1)=O)N=C(N3)C=3C(=NN(C3)CC)C (6R)-6-{[7-bromo-2-(1-ethyl-3-methyl-1H-pyrazol-4-yl)[1,2,4]triazolo[1,5-c]quinazolin-5-yl]amino}-1,4-diazepin-5-one